COC1=CC=C(C=N1)NC1=CC2=C(N(C(N2C)=O)C)C=C1 5-((6-Methoxypyridin-3-yl)amino)-1,3-dimethyl-1,3-dihydro-2H-benzo[d]imidazol-2-one